methyl 6-(4-(3-(4-chloro-3-fluorophenyl)-1-isobutyl-4-methyl-1H-pyrrolo[2,3-b]pyridine-6-carbonyl)-3,3-dimethylpiperazin-1-yl)-2,4-dimethylnicotinate ClC1=C(C=C(C=C1)C1=CN(C2=NC(=CC(=C21)C)C(=O)N2C(CN(CC2)C2=NC(=C(C(=O)OC)C(=C2)C)C)(C)C)CC(C)C)F